C=CCS(SCC=C)=O Allicin